5-(4-(aminomethyl)-2-fluorophenyl)-1,8-naphthyridin-2(1H)-one hydrochloride Cl.NCC1=CC(=C(C=C1)C1=C2C=CC(NC2=NC=C1)=O)F